2-(1-(1-(4-(propan-2-ylidene)cyclohexyl) piperidin-4-yl)-3-(pyrrolidin-1-ylmethyl)-1H-pyrrolo[2,3-b]pyridin-2-yl)ethyl sulfamate S(N)(OCCC1=C(C=2C(=NC=CC2)N1C1CCN(CC1)C1CCC(CC1)=C(C)C)CN1CCCC1)(=O)=O